C1(CCCCC1)NC=1C2=C(N=CC1C#CC1=NC=CC=N1)NC=C2 N-cyclohexyl-5-(pyrimidin-2-ylethynyl)-1H-pyrrolo[2,3-b]Pyridin-4-amine